ClC1=C(C2=C(N(C=N2)C)C=C1)OC 5-chloro-4-methoxy-1-methyl-1H-1,3-benzodiazol